1,1,3-tris(2-methyl-4-hydroxy-5-t-butyl-phenyl)butane CC1=C(C=C(C(=C1)O)C(C)(C)C)C(CC(C)C1=C(C=C(C(=C1)C(C)(C)C)O)C)C1=C(C=C(C(=C1)C(C)(C)C)O)C